N,6-dimethyl-5-(methyl(1-((3-methyl-2-oxo-4-thioxo-1,2,3,4-tetrahydroquinazolin-7-yl)methyl)pyrrolidin-3-yl)amino)picolinamide CNC(C1=NC(=C(C=C1)N(C1CN(CC1)CC1=CC=C2C(N(C(NC2=C1)=O)C)=S)C)C)=O